N-[(2-amino-3-fluoroquinolin-7-yl)methyl]-N-(5-fluoro-2-methanesulfonylphenyl)pyridine-3-carboxamide NC1=NC2=CC(=CC=C2C=C1F)CN(C(=O)C=1C=NC=CC1)C1=C(C=CC(=C1)F)S(=O)(=O)C